Cl.CC1=C(NC2=CC(=CC=C12)CN1CCNCC1)C(=O)N1CCC(CC1)C=1C=C2CN(C(C2=CC1)=O)C1C(NC(CC1)=O)=O 3-(5-(1-(3-Methyl-6-(piperazin-1-ylmethyl)-1H-indole-2-carbonyl)piperidin-4-yl)-1-oxoisoindolin-2-yl)piperidine-2,6-dione hydrochloride